ClC=1C=C(C=CC1)C1(CC1)NC1=NC(=NC2=CC=C(C=C12)C=1C(=NOC1C)C)C(=O)NCC=1C(=NN(C1)C)C ((1-(3-chlorophenyl)cyclopropyl)amino)-N-((1,3-dimethyl-1H-pyrazol-4-yl)Methyl)-6-(3,5-dimethylisoxazol-4-yl)quinazoline-2-carboxamide